2,3-dideuteropropionic acid-2-ethylbutyl ester C(C)C(COC(C(C[2H])[2H])=O)CC